FC=1C=C(C(=O)C=2C=C(NC2)C(=O)[O-])C=CC1F 4-(3,4-difluorobenzoyl)-1H-pyrrole-2-carboxylate